(R)-(5-(6-chloro-7-fluoro-3-(1H-imidazol-1-yl)-5-methoxy-1-methyl-1H-indol-2-yl)-1H-1,2,4-triazol-3-yl)(3-hydroxypiperidin-1-yl)methanone lithium n-octyl-phosphate C(CCCCCCC)OP(=O)([O-])[O-].[Li+].ClC1=C(C=C2C(=C(N(C2=C1F)C)C1=NC(=NN1)C(=O)N1C[C@@H](CCC1)O)N1C=NC=C1)OC.[Li+]